ClC=1C=CC(=C(OCC(=O)O)C1)CN1C(C2=C(C=C(C=C2C1=O)[C@@](CC)(O)C1(CCOCC1)F)F)(OC)C1=CC=C(C=C1)Cl 2-(5-chloro-2-{[1-(4-chlorophenyl)-7-fluoro-5-[(1R)-1-(4-fluorooxan-4-yl)-1-hydroxypropyl]-1-methoxy-3-oxo-2,3-dihydro-1H-isoindol-2-yl]methyl}phenoxy)acetic acid